Methyl (R)-3-(6-(5-chloro-2-(((1R,2R,3S,5S)-2-hydroxy-8-oxabicyclo[3.2.1]octan-3-yl)amino)pyrimidin-4-yl)-4-fluoro-1-isopropyl-1H-benzo[d]imidazol-2-yl)pyrrolidine-1-carboxylate ClC=1C(=NC(=NC1)N[C@@H]1[C@H]([C@H]2CC[C@@H](C1)O2)O)C=2C=C(C1=C(N(C(=N1)[C@H]1CN(CC1)C(=O)OC)C(C)C)C2)F